C1CC12CCN(CC2)C=2OC1=C(C=C(C=C1C(C2)=O)C)C(C)NC=2C(=NC(=CC2)Cl)C(=O)O 3-[1-[2-(6-Azaspiro[2.5]octan-6-yl)-6-methyl-4-oxo-chromen-8-yl]ethylamino]-6-chloro-pyridine-2-carboxylic acid